P(=O)(O)(O)CN1CP(OCC1)(=O)O 4-(phosphonomethyl)-2-hydroxy-2-oxo-1,4,2-oxazaphosphorinane